1-methylimidazolium hydrogensulfate S(=O)(=O)(O)[O-].CN1C=[NH+]C=C1